FC=1C(=CC2=C(N=C(S2)C2=C3N=CC(=NC3=CC(=C2)C)OC)C1)O[C@@H](CO)C (R)-2-((5-fluoro-2-(2-methoxy-7-methylquinoxalin-5-yl)benzo[d]thiazol-6-yl)oxy)propan-1-ol